C1(=CC=CC=C1)C(=C)OS(=O)(=O)C1=CC=CC=C1 1-phenylvinylbenzenesulfonate